[N+](=O)([O-])C1=C(CBr)C=CC=C1 ortho-nitrobenzyl bromide